C(C)OC(CCC(CC(CC)CC)=O)=O Ethyl-6-ethyl-4-oxooctanoate